ethyl-6'-fluoro-1'H-spiro[piperidine-4,2'-quinoline]-4'(3'H)-one C(C)N1C2(CC(C3=CC(=CC=C13)F)=O)CCNCC2